3-((4-(4-(4-(3-((2,6-dioxopiperidin-3-yl)amino)benzyl)piperazin-1-yl)piperidin-1-yl)-3-methoxyphenyl)amino)-6-ethyl-5-((tetrahydro-2H-pyran-4-yl)amino)pyrazine-2-carboxamide O=C1NC(CCC1NC=1C=C(CN2CCN(CC2)C2CCN(CC2)C2=C(C=C(C=C2)NC=2C(=NC(=C(N2)NC2CCOCC2)CC)C(=O)N)OC)C=CC1)=O